3-mercapto-2,5-hexanedione SC(C(C)=O)CC(C)=O